FC1([C@@H]([C@H]2N(C(COC=3C=CC(=C(CC=4C=CC=C(C2)C4F)N3)C)=O)C1)NS(=O)(=O)CC)F N-[(15aS,16R)-17,17,20-Trifluoro-7-methyl-1-oxo-1,2,15a,16,17,18-hexahydro-9H,15H-4,8-(azeno)-10,14-(metheno)pyrrolo[1,2-d][1,4]oxazacycloheptadecin-16-yl]ethanesulfonamide